CNC(CCN1C(CN(C2=CC=CC=C12)C1=CC=C(C=C1)C(F)(F)F)CNC(OC(C)(C)C)=O)=O tert-butyl ((1-(3-(methylamino)-3-oxopropyl)-4-(4-(trifluoromethyl)phenyl)-1,2,3,4-tetrahydroquinoxalin-2-yl)methyl)carbamate